(S)-1-(4-fluorophenyl)-1-(2-(4-(6-iodo-7H-pyrrolo[2,3-d]pyrimidin-4-yl)piperazin-1-yl)pyrimidin-5-yl)ethan-1-amine hydrochloride Cl.FC1=CC=C(C=C1)[C@](C)(N)C=1C=NC(=NC1)N1CCN(CC1)C=1C2=C(N=CN1)NC(=C2)I